2-{7-[(8S,9S)-9-fluoro-5-azaspiro[3.5]nonan-8-yl]-7H-pyrrolo[2,3-c]pyridazin-3-yl}-5-(1H-1,2,3-triazol-1-yl)phenol F[C@H]1[C@H](CCNC12CCC2)N2C=CC1=C2N=NC(=C1)C1=C(C=C(C=C1)N1N=NC=C1)O